FC(CCC1=NN=C(S1)C(=O)NCC1=NC=CC(=C1)C(F)(F)F)CN1N=NC(=C1)C(NCC1=CC(=CC=C1)OC(F)(F)F)=O 5-{3-fluoro-4-[4-({[3-(trifluoromethoxy)phenyl]methyl}carbamoyl)-1H-1,2,3-triazol-1-yl]butyl}-N-{[4-(trifluoromethyl)pyridin-2-yl]methyl}-1,3,4-thiadiazole-2-carboxamide